ClC=1C(SSC1Cl)=O 4,5-dichloro-1,2-dithiol-3-one